4-[(Z)-1-(2,3-dimethylphenyl)-2-(pyrazol-1-yl)ethenyl]-1-(triphenylmethyl)imidazole CC1=C(C=CC=C1C)/C(=C/N1N=CC=C1)/C=1N=CN(C1)C(C1=CC=CC=C1)(C1=CC=CC=C1)C1=CC=CC=C1